FC=1C=C2C(=CNC(C2=CC1F)=O)C(C)N(C(=O)C=1C=C2C=C(C=CN2C1)F)C N-(1-(6,7-difluoro-1-oxo-1,2-dihydroisoquinolin-4-yl)ethyl)-7-fluoro-N-methylindolizine-2-carboxamide